COCC(=C)C=1C=CC2=C(N(C(=N2)[C@H](COC(C(F)(F)F)(C)C)NC(OC(C)(C)C)=O)COCC[Si](C)(C)C)C1 tert-butyl (R)-(1-(6-(3-methoxyprop-1-en-2-yl)-1-((2-(trimethylsilyl)ethoxy)methyl)-1H-benzo[d]imidazol-2-yl)-2-((1,1,1-trifluoro-2-methylpropan-2-yl)oxy)ethyl)carbamate